C1(=CC=C(C=C1)NNC(=O)C=1C(=NN(C1)C=1SC=CN1)C(F)F)C N'-(p-tolyl)-3-(difluoromethyl)-1-(thiazol-2-yl)-1H-pyrazole-4-carbohydrazide